CS(=O)(=O)C(C(=O)N1C(CCCC1)C=1NC(=CN1)C1=CC=C(C=C1)C)C 2-(methylsulfonyl)-1-(2-(5-(p-tolyl)-1H-imidazol-2-yl)piperidin-1-yl)propan-1-one